5-bromo-6-(((1r,3s,5s)-6,6-difluorobicyclo[3.1.0]hex-3-yl)methoxy)-N-(4-methoxybenzyl)-N-methylpyridine-3-sulfonamide BrC=1C=C(C=NC1OCC1C[C@H]2C([C@H]2C1)(F)F)S(=O)(=O)N(C)CC1=CC=C(C=C1)OC